2-trifluoromethyldioxolane FC(C1OCCO1)(F)F